2-(1-methylpiperidin-4-yl)-2,4-dihydro-5H-pyrazolo[3,4-c]isoquinolin-5-one CN1CCC(CC1)N1N=C2NC(C=3C=CC=CC3C2=C1)=O